5-(2-methoxy-6-methylpyridin-4-yl)-2-{3-[(3S)-3-(propan-2-yl)piperazin-1-yl]-1,2,4-triazin-6-yl}phenol dihydrochloride Cl.Cl.COC1=NC(=CC(=C1)C=1C=CC(=C(C1)O)C1=CN=C(N=N1)N1C[C@@H](NCC1)C(C)C)C